(2S,4R)-1-(2-(3-acetyl-5-(2-(((3-methyloxetan-3-yl)methyl)sulfonyl)ethoxy)-1H-indazol-1-yl)acetyl)-N-(6-bromopyridin-2-yl)-4-fluoro-pyrrolidine-2-carboxamide C(C)(=O)C1=NN(C2=CC=C(C=C12)OCCS(=O)(=O)CC1(COC1)C)CC(=O)N1[C@@H](C[C@H](C1)F)C(=O)NC1=NC(=CC=C1)Br